C(C)O[Si](CCCNCCC[Si](OCC)(OCC)OCC)(OCC)OCC bis[3-(triethoxysilyl)-propyl]-amine